dihydropyrimidine-2,4(1H,3H)dione N1C(NC(CC1)=O)=O